C(C)(C)(C)N1C=C(C=C1)C(=O)NCC1=NC(=NO1)C=1N(C2=CC=CC(=C2C1)N[C@@H]1[C@H](CCCC1)F)CC(F)(F)F 1-tert-butyl-N-{[3-(4-{[(1S,2S)-2-fluorocyclohexyl]amino}-1-(2,2,2-trifluoroethyl)-1H-indol-2-yl)-1,2,4-oxadiazol-5-yl]methyl}-1H-pyrrole-3-carboxamide